COCOC1=C(C=CC(=C1)C1=CN=NC(=C1)OC)C1=CC=C(N=N1)N(C1C[C@]2(CC[C@@](C1)(N2C(=O)OC(C)(C)C)C)C)C tert-butyl (1R,3s,5S)-3-((6-(2-(methoxymethoxy)-4-(6-methoxypyridazin-4-yl)phenyl)pyridazin-3-yl)(methyl)amino)-1,5-dimethyl-8-azabicyclo[3.2.1]octane-8-carboxylate